ClC=1C=CC(=NC1)O[C@@H]1C[C@@H]2CN([C@H]1C2)C(=O)C2=C(C(=CC=C2)F)C2=NC=CC=N2 ((1S,4R,6R)-6-((5-chloropyridin-2-yl)oxy)-2-azabicyclo[2.2.1]heptan-2-yl)(3-fluoro-2-(pyrimidin-2-yl)phenyl)methanone